CCC(OC1=CC=C(C2=CC=CC=C12)C1=CC=CC=C1)C1=CC=CC=C1 2-methyl-1,4-diphenylethyloxynaphthalene